O1NC=CC2=C1C=CC=C2 benzo[5,6][1,2]oxazine